(S,E)-2-((2-((6-carbonyl-5-(trifluoromethyl)-1-((2-(trimethylsilyl)ethoxy)methyl)-1,6-dihydropyridazine-4-yl)amino)propoxy)imino)propionic acid C(=O)=C1C(=C(C=NN1COCC[Si](C)(C)C)N[C@H](CO\N=C(\C(=O)O)/C)C)C(F)(F)F